C(C)(C)(C)OC(=O)NNC1CCC(CC1)C(=O)OCC 1-Ethyl 4-(2-tert-butoxycarbonylhydrazino)cyclohexanecarboxylate